[1,1'-biphenyl]-3-sulfonamide C1(=CC(=CC=C1)S(=O)(=O)N)C1=CC=CC=C1